[Si](C)(C)(C(C)(C)C)OCCN1C(C=CC2=CC=C(C(=C12)CC=O)F)=O 2-(1-(2-((tert-butyldimethylsilyl)oxy)ethyl)-7-fluoro-2-oxo-1,2-dihydroquinoline-8-Yl)acetaldehyde